(5-bromopyridin-2-yl)-4-((dimethylamino)methyl)piperidin-4-amine hydrochloride Cl.BrC=1C=CC(=NC1)N1CCC(CC1)(N)CN(C)C